C1(CC1)CNC1=C2C(=NC=3C=C(C(=CC13)OC)OCC(CN1CCCC1)F)CCC2 N-(cyclopropylmethyl)-6-[2-fluoro-3-(pyrrolidin-1-yl)propoxy]-7-methoxy-1H,2H,3H-cyclopenta[b]quinolin-9-amine